COC1CN(CC1)C(=O)OC1=C(C(=NC=2N1C1=C(N2)C=CC=C1)C(C)CC)CC 2-(sec-Butyl)-3-ethylbenzo[4,5]imidazo[1,2-a]pyrimidin-4-yl 3-methoxypyrrolidine-1-carboxylate